O=C1NC(CCC1N1C(C2=CC=C(C=C2C1=O)N1CC(C1)N1CCN(CC1)C1=CC=C(C=C1)C(=CC1CC(OC(C1)(C)C)(C)C)C=1C=C2C(=CNC2=CC1)F)=O)=O 2-(2,6-dioxopiperidin-3-yl)-5-(3-(4-(4-((3-fluoro-1H-indol-5-yl)(2,2,6,6-tetramethyltetrahydro-4H-pyran-4-ylmethylene)methyl)phenyl)piperazin-1-yl)azetidin-1-yl)isoindoline-1,3-dione